6-(imidazo[1,2-a]pyridine-3-carbonyl)-N-(4-(pyrrolidin-1-ylmethyl)-3-(trifluoro-methyl)phenyl)-4,5,6,7-tetra-hydrothieno[2,3-c]pyridine-3-carboxamide N=1C=C(N2C1C=CC=C2)C(=O)N2CC1=C(CC2)C(=CS1)C(=O)NC1=CC(=C(C=C1)CN1CCCC1)C(F)(F)F